OC=1C=C(C=C(C1)O)C=CC1=CC=C(C=C1)O 3,4',5-trihydroxy(stilbene)